4-[2-(aminooxy)ethyl]morpholine dihydrochloride Cl.Cl.NOCCN1CCOCC1